tert-butyl (2R,5S)-4-(5-ethyl-7-(4-(trifluoromethyl)pyridin-2-yl)-7H-pyrrolo[2,3-d]pyrimidin-4-yl)-2,5-dimethylpiperazine-1-carboxylate C(C)C1=CN(C=2N=CN=C(C21)N2C[C@H](N(C[C@@H]2C)C(=O)OC(C)(C)C)C)C2=NC=CC(=C2)C(F)(F)F